BrC1=CC(=CC(=C1)OC)OC 4-bromo-2,6-dimethoxybenzene